C(C(C)C)N1CC(CCC1)C(=O)N 1-isobutylpiperidine-3-carboxamide